diaminourea C(=O)(NN)NN